6-(3-hydroxy-6-methoxybenzylamino)-9-β-D-arabinofuranosylpurine OC=1C=C(CNC2=C3N=CN(C3=NC=N2)[C@H]2[C@@H](O)[C@H](O)[C@H](O2)CO)C(=CC1)OC